4-(2-methyl-5-(oxetan-3-ylmethyl)-1H-pyrrol-1-yl)benzonitrile CC=1N(C(=CC1)CC1COC1)C1=CC=C(C#N)C=C1